(R)-tert-butyl 3-(2-oxo-2,3-dihydro-1H-imidazo[4,5-c]pyridin-1-yl)pyrrolidine-1-carboxylate O=C1N(C2=C(C=NC=C2)N1)[C@H]1CN(CC1)C(=O)OC(C)(C)C